C12OCC(CC1)(CC2)CO[C@@H]([C@@H](C(=O)N2CCC(CC2)C#N)NC(OCC2=CC=C(C=C2)[N+](=O)[O-])=O)C 4-nitrobenzyl ((2S,3R)-3-((2-oxabicyclo[2.2.2]octan-4-yl)methoxy)-1-(4-cyanopiperidin-1-yl)-1-oxobutan-2-yl)carbamate